(5R)-3-chloro-5-methyl-5,6,7,8-tetrahydroquinolin-4-ol ClC=1C=NC=2CCC[C@H](C2C1O)C